C(C1=CC=CC=C1)OC(C(C=O)OC)=O 2-methoxy-3-oxo-propionic acid benzyl ester